BrC=1C=C(N)C=CC1S(F)(F)(F)(F)F 3-bromo-4-(pentafluoro-sulfanyl)aniline